1,1-Bis[2-(4-hydroxyphenyl)-2-propyl]-benzol OC1=CC=C(C=C1)C(C)(C)C1(CC=CC=C1)C(C)(C)C1=CC=C(C=C1)O